FC(C1=CC=C(C=C1)C1=CN=C(O1)NC=1C=CC(=NC1)C(=O)NN)(F)F 5-((5-(4-(trifluoromethyl)phenyl)oxazol-2-yl)amino)picolinohydrazide